FC(C(C(F)(F)F)(F)F)(F)C=1C=C(C(=NC1)N)C 5-(1,1,2,2,3,3,3-heptafluoropropyl)-3-methyl-pyridin-2-amine